ClC=1C=C(C=CC1C(F)(F)F)N1C=NN(C1=O)CC1=CC(=C(OC(C(=O)O)(C)C)C=C1)C 2-(4-((4-(3-chloro-4-(trifluoromethyl)phenyl)-5-oxo-4,5-dihydro-1H-1,2,4-triazole-1-yl)methyl)-2-methylphenoxy)-2-methylpropionic acid